ClC1=CC(=C(OCC2=CC(=NC=C2)ON2CCCCC2)C=C1)F (4-((4-chloro-2-fluorophenoxy)methyl)pyridin-2-yl)oxypiperidin